4,7-dichloro-1-(2-chlorophenyl)-1,8-naphthyridin-2(1H)-one ClC1=CC(N(C2=NC(=CC=C12)Cl)C1=C(C=CC=C1)Cl)=O